2-(1-Ethyl-2,5-dioxopyrrolidin-3-yl)-4-nitroisoindoline-1,3-dione C(C)N1C(C(CC1=O)N1C(C2=CC=CC(=C2C1=O)[N+](=O)[O-])=O)=O